2-(3-Cyanobenzyloxy)-4-(2-chloro-3-o-fluorophenylbenzyloxy)benzaldehyde C(#N)C=1C=C(COC2=C(C=O)C=CC(=C2)OCC2=C(C(=CC=C2)C2=C(C=CC=C2)F)Cl)C=CC1